(2-(ethylsulfanyl)phenyl)-4,4-bis(1H-indol-3-yl)-2-methylbutylamine C(C)SC1=C(C=CC=C1)NCC(CC(C1=CNC2=CC=CC=C12)C1=CNC2=CC=CC=C12)C